ClC1=CC=C(C=N1)NC1=NC=CC2=CC(=CC=C12)OC1CCN(CC1)C(=O)C1CC1 (4-((1-((6-chloropyridin-3-yl)amino)isoquinolin-6-yl)oxy)piperidin-1-yl)(cyclopropyl)methanone